4-((4-(4-cyano-1-(oxetan-3-yl)-1H-imidazol-2-yl)phenyl)amino)-1-(2,6-dichlorophenyl)-1H-pyrazole-3-carboxamide C(#N)C=1N=C(N(C1)C1COC1)C1=CC=C(C=C1)NC=1C(=NN(C1)C1=C(C=CC=C1Cl)Cl)C(=O)N